CN1N=CC=2C1=NC(=CC2N2CC1=C(CC2)N(N=C1C)CC12CCC(CC1)(CC2)NC(CN2CCCC2)=O)C N-(4-((5-(1,6-dimethyl-1H-pyrazolo[3,4-b]pyridin-4-yl)-3-methyl-4,5,6,7-tetrahydro-1H-pyrazolo[4,3-c]pyridin-1-yl)methyl)bicyclo[2.2.2]octan-1-yl)-2-(pyrrolidin-1-yl)acetamide